(2-indolyl)propanal N1C(=CC2=CC=CC=C12)C(C=O)C